calcium monohydrogen sulfate S(=O)(=O)(O)[O-].[Ca+]